4-(5-(8-(3-fluorophenyl)-7,8-dihydro-6H-pyrrolo[2',1':2,3]imidazo[4,5-b]pyridin-2-yl)pyrimidin-2-yl)piperazin-2-one FC=1C=C(C=CC1)C1CCC2=NC=3C(=NC(=CC3)C=3C=NC(=NC3)N3CC(NCC3)=O)N21